NC1=CC(=C(C=N1)N1C[C@@H](N(CC1)C(=O)C1=NC=C(C(=C1)OC)C1=CC=C(C=C1)F)CO)C [(R)-4-(6-Amino-4-methyl-pyridin-3-yl)-2-hydroxymethyl-piperazin-1-yl]-[5-(4-fluoro-phenyl)-4-methoxy-pyridin-2-yl]-methanon